bis-(β-epithiopropyl)sulfide CC1(CS1)SC1(C)CS1